methyl 3-hydroxyazetidine-1-carboxylate OC1CN(C1)C(=O)OC